CS(=O)(=O)O.C1(CCC1)N(CC(=O)O)NC1=NC(=NC=C1F)C1=CNC2=NC=CC=C21 cyclobutyl-N-((5-fluoro-2-(1H-pyrrolo[2,3-b]pyridin-3-yl)pyrimidin-4-yl)amino)glycine methanesulfonate